CC1=CC=2C=3N(C(=NC2C(=C1)C(C)NC1=C(C(=O)O)C=CC=C1)N1CCN(CC1)C1=CC=CC=C1)C=NN3 2-((1-(9-methyl-5-(4-phenylpiperazin-1-yl)-[1,2,4]triazolo[4,3-c]quinazolin-7-yl)ethyl)amino)benzoic acid